C(C)OC(C(C(=O)OCC)(C)C1CCC(CC1)C1=CC=NC2=CC=C(C=C12)F)=O.OCN(C)CCC[Si](OC)(OC)OC N-(hydroxymethyl)-N-methylaminopropyl-trimethoxysilane diethyl-2-((1s,4s)-4-(6-fluoroquinolin-4-yl)cyclohexyl)-2-methylmalonate